((1-((2-(trimethylsilyl)ethoxy)methyl)-1H-benzo[d]imidazol-5-yl)methylene)propane-2-sulfinamide C[Si](CCOCN1C=NC2=C1C=CC(=C2)C=CC(C)S(=O)N)(C)C